1-(pyridin-2-ylmethyl)-3-(3-methylphenyl-ethynyl)-4-(4-(trifluoromethyl)phenyl)-1H-pyrrole-2,5-dione N1=C(C=CC=C1)CN1C(C(=C(C1=O)C1=CC=C(C=C1)C(F)(F)F)C#CC1=CC(=CC=C1)C)=O